C1(CC1)C1=NC(=CC(=C1)C1=C(C=C(C#N)C=C1)C1=NN=CN1C)N1C(C2=CC(=CC(=C2C1)F)CN[C@H](COC)C)=O 4-{2-cyclopropyl-6-[4-fluoro-6-({[(2S)-1-methoxyprop-2-yl]amino}methyl)-1-oxo-3H-isoindol-2-yl]pyridin-4-yl}-3-(4-methyl-1,2,4-triazol-3-yl)benzonitrile